ClC1=CC=C(C(=N1)S(=O)(=O)N)N[C@H](C)C=1C=C(C=C2C(C=C(OC12)C1=CN(C(C=C1)=O)C)=O)C 6-Chloro-3-[[(1R)-1-[6-methyl-2-(1-methyl-6-oxo-3-pyridyl)-4-oxo-chromen-8-yl]ethyl]amino]pyridine-2-sulfonamide